CC(C(=O)Cl)(C)C1=CC=CC=C1 2-methyl-2-phenylpropanoyl chloride